((2-(((3S,6S,9R,10aR)-3-((3S,4R)-3-cyano-4-phenylpyrrolidine-1-carbonyl)-9-isopropyl-5-oxodecahydropyrrolo[1,2-a]azocin-6-yl)carbamoyl)benzo[b]thiophen-5-yl)fluoromethyl)phosphonic acid C(#N)[C@@H]1CN(C[C@H]1C1=CC=CC=C1)C(=O)[C@@H]1CC[C@H]2N1C([C@H](CC[C@H](C2)C(C)C)NC(=O)C2=CC1=C(S2)C=CC(=C1)C(F)P(O)(O)=O)=O